NC=1N=NC(=CC1N1CCC(CC1)(C(=O)N1CCC2(CN(CCO2)C(=O)OC(C)(C)C)CC1)C1=CC=CC=C1)Cl tert-butyl 9-(1-(3-amino-6-chloropyridazin-4-yl)-4-phenylpiperidine-4-carbonyl)-1-oxa-4,9-diazaspiro[5.5]undecane-4-carboxylate